FC=1C=C(C=C(C1)C(F)(F)F)C1=CC(=C2C(=N1)N=C(N2)C2=CC=C(C=C2)N2CCC(CC2)C(=O)OCC)N(C)CC(COC)(C)C Ethyl 1-(4-{5-[3-fluoro-5-(trifluoromethyl)phenyl]-7-[(3-methoxy-2,2-dimethylpropyl) (methyl)amino]-1H-imidazo[4,5-b]pyridin-2-yl}phenyl)piperidine-4-carboxylate